C(C)(C)(C)OC(=O)NC1=CN=CC2=CC=CC(=C12)C1=CC(=NC=C1)C(=O)OC methyl 4-(4-((tert-butoxycarbonyl)amino)isoquinolin-5-yl)picolinate